C(#C)C1=CC=C(C=C1)C1=NC2=C(N1)C=CC=C2C(=O)N 2-(4-ethynylphenyl)-1H-benzo[d]imidazole-4-carboxamide